BrC=1C=NC=2C=C(N=C(C2C1)N[C@H](C)C1=CC(=CC(=C1)C(F)(F)F)[N+](=O)[O-])Cl (R)-3-bromo-7-chloro-N-(1-(3-nitro-5-(trifluoromethyl)phenyl)ethyl)-1,6-naphthyridin-5-amine